(E)-6-(3-chloro-4-ethoxyphenyl)-N'-(3,5-dimethoxybenzylidene)pyrazine-2-carbohydrazide ClC=1C=C(C=CC1OCC)C1=CN=CC(=N1)C(=O)N/N=C/C1=CC(=CC(=C1)OC)OC